(S)-2-(((benzyloxy)carbonyl)amino)-4-methoxy-4-oxobutanoic acid C(C1=CC=CC=C1)OC(=O)N[C@H](C(=O)O)CC(=O)OC